CC1=C(OC2=C(C=C(C=C2C1=O)C)C(C)NC1=C(C=CC=C1)C=1NOC(N1)=O)C1=CC2=CN(N=C2C=C1)C 3-[2-[1-[3,6-dimethyl-2-(2-methylindazol-5-yl)-4-oxo-chromen-8-yl]ethylamino]phenyl]-2H-1,2,4-oxadiazol-5-one